C(C1=CC=CC=C1)[C@@H]1N(CC1)S(=O)(=O)N1C[C@H](CCC1)C(=O)N1[C@H](CCC1)C(=O)NCC1=CC=C(C=C1)C(F)(F)F 1-(((3S)-1-(((2S)-2-benzyl-1-azetidinyl)sulfonyl)-3-piperidinyl)carbonyl)-N-(4-(trifluoromethyl)benzyl)-D-prolinamide